3-(N-ethyl-m-toluylamino)propionic acid C(C)N(CCC(=O)O)C=1C=C(C=CC1)C